ClC1=C(OC=2N=NC(=CC2C(=O)NC2=CC(=CC=C2)S(N)(=O)=O)C(F)(F)F)C=C(C=C1)F 3-(2-chloro-5-fluorophenoxy)-N-(3-sulfamoylphenyl)-6-(trifluoromethyl)pyridazine-4-carboxamide